C(#N)C=1C2=C(SC1NC(OC(C)(C)C)=O)C=CC(=C2C=2C1=C(C=3C=NC(=NC3C2F)N2C[C@H]([C@H](C2)N(C)C(C)C)O)COC1)F tert-Butyl (3-cyano-5-fluoro-4-(5-fluoro-3-((3R,4S)-3-hydroxy-4-(isopropyl(methyl)amino) pyrrolidin-1-yl)-7,9-dihydrofuro[3,4-f]quinazolin-6-yl)benzo[b]thiophen-2-yl)carbamate